F\C(\C(=O)NC=1C=C2C(=NC=NC2=CC1OC)NC1=CC(=C(OC2=CC=C(C(=O)N(C)C)C=C2)C=C1OC)C)=C\[C@@H]1N(CCC1)C (R,E)-4-(4-((6-(2-fluoro-3-(1-methylpyrrolidin-2-yl)acrylamido)-7-methoxy-quinazolin-4-yl)amino)-5-methoxy-2-methylphenoxy)-N,N-dimethyl-benzamide